C(#N)C=1C(=CC(=C(C1)C1=CN=C(O1)C(=O)N[C@H]1CN([C@@H](C1)C)C#N)OC)F 5-(5-cyano-4-fluoro-2-methoxyphenyl)-N-((3R,5R)-1-cyano-5-methylpyrrolidin-3-yl)oxazole-2-carboxamide